3-[(4-methoxyphenylthio)]propane-1-amine COC1=CC=C(C=C1)SCCCN